4-ethylthiophene-3-carboxylic acid C(C)C=1C(=CSC1)C(=O)O